BrC=1C=C(C2=CN(N=C2C1)C=1SC(=NN1)C(F)F)N1CCN(CC1)C(C(C)C)=O 1-(4-(6-bromo-2-(5-(difluoromethyl)-1,3,4-thiadiazol-2-yl)-2H-indazol-4-yl)piperazin-1-yl)-2-methylpropan-1-one